C[C@@H]1CN(C[C@H](O1)C)C1=NC=2N(C=C1)N=CC2C(=O)O 5-[(2R,6R)-2,6-dimethylmorpholin-4-yl]pyrazolo[1,5-a]pyrimidine-3-carboxylic acid